NC=1N=C(SC1C(C1=CC=C(C=C1)OC)=O)N(C1=CC(=C(C=C1)F)F)[C@H](C(=O)N)C (S)-2-(N-[4-Amino-5-(4-methoxybenzoyl)thiazol-2-yl]-3,4-difluoroanilino)propanamid